The molecule is a glycosyl alditol consisting of alpha-D-glucopyranose and D-mannitol residues joined in sequence by a (1->1) glycosidic bond. It has a role as a sweetening agent. It derives from an alpha-D-glucose and a D-mannitol. C([C@@H]1[C@H]([C@@H]([C@H]([C@H](O1)OC[C@H]([C@H]([C@@H]([C@@H](CO)O)O)O)O)O)O)O)O